C(C)(C)(C)OC(=O)N1CC2(C1)CC(C2)(O)C2=CC(=C(C=C2)Br)OC(F)(F)F 6-(4-bromo-3-(trifluoromethoxy)phenyl)-6-hydroxy-2-azaspiro[3.3]Heptane-2-carboxylic acid tert-butyl ester